2-{3-[(2R,6S)-2,6-Dimethylmorpholin-4-carbonyl]-5,6-dihydrocyclopenta[c]pyrazol-1(4H)-yl}-1-[4-(4-methoxy-2-methylphenyl)piperazin-1-yl]ethan-1-on C[C@@H]1CN(C[C@@H](O1)C)C(=O)C=1C2=C(N(N1)CC(=O)N1CCN(CC1)C1=C(C=C(C=C1)OC)C)CCC2